2-((((9H-Fluoren-9-yl)methoxy)carbonyl)(methyl)amino)-3-(3-fluorophenyl)propanoic acid C1=CC=CC=2C3=CC=CC=C3C(C12)COC(=O)N(C(C(=O)O)CC1=CC(=CC=C1)F)C